C12CN(CC(CC1)O2)CCCNC(=O)C2=CC=CN1C2=NC=2C3=C(C=CC2C1=O)C=CC=C3 N-(3-(8-oxa-3-azabicyclo[3.2.1]octan-3-yl)propyl)-7-oxo-7H-benzo[h]pyrido[2,1-b]quinazoline-12-carboxamide